ClC1=CC=C(C[C@@H]2CC[C@@]([C@]2(O)CN2N=CN=C2)(C)CCl)C=C1 |&1:6| (1S,2R,SR)-5-(4-chlorobenzyl)-2-(chloromethyl)-2-methyl-1-(1H-1,2,4-triazol-1-ylmethyl)cyclopentanol